(1R,4R,5S)-4-(Hydroxymethyl)-6,6-dimethyl-3-azabicyclo[3.1.0]hexan-2-one OC[C@@H]1NC([C@H]2C([C@@H]12)(C)C)=O